O1C(=CC=C1)CO furan-2-ylmethanol